(E)-but-2-enoate C(\C=C\C)(=O)[O-]